3-Bromo-2,5-diaminopyridine BrC=1C(=NC=C(C1)N)N